1-allyl-3-propylimidazole bromide [Br-].C(C=C)N1CN(C=C1)CCC